CN1CC(C1)(C)[C@@](C=1C=C(C=NC1)N1C(OC2(CC3(CCC3)C2)C1)=O)(C1=CC=C(C=C1)C(C)C)O 9-{5-[(R)-(1,3-Dimethyl-azetidin-3-yl)-hydroxy-(4-isopropyl-phenyl)-methyl]-pyridin-3-yl}-7-oxa-9-aza-dispiro[3.1.4.1]undecan-8-one